BrC1=C(C(=CC=C1)F)C=1C(=NN(C1N)C)C 4-(2-bromo-6-fluorophenyl)-1,3-dimethyl-1H-pyrazol-5-amine